3-ethoxy-N-((2S)-1-oxo-3-phenyl-1-(6-(pyridin-3-yl)-5,6-dihydropyridin-1(2H)-yl)propan-2-yl)benzamide C(C)OC=1C=C(C(=O)N[C@H](C(N2CC=CCC2C=2C=NC=CC2)=O)CC2=CC=CC=C2)C=CC1